ICCCCC#CC(OC)OC 7-iodo-1,1-dimethoxy-2-heptyne